C(\C=C\C1=CC(OC)=C(O)C=C1)(=O)NC(NCCCCN)=N N-Feruloylagmatine